CC1(C(C(CC1)CC1=CC=C(C=C1)Cl)=O)C 2,2-dimethyl-5-(4-chlorobenzyl)cyclopentanone